C(C)(C)(C)C=1C(=C(C=CC1)O)F tert-butyl-fluorophenol